2-(7-bromo-5-chloro-2,3-dihydrobenzofuran-4-yl)acetic acid BrC1=CC(=C(C=2CCOC21)CC(=O)O)Cl